5-bromo-3-fluoropyridine-2-carbonitrile BrC=1C=C(C(=NC1)C#N)F